2-(1-benzyl-4-hydroxypiperidin-4-yl)-3-(pyridin-2-yl)propionic acid C(C1=CC=CC=C1)N1CCC(CC1)(O)C(C(=O)O)CC1=NC=CC=C1